C(C)(=O)O[C@H]1[C@@H]2CC(C[C@H]([C@H]1OC(C1=CC=CC=C1)(C1=CC=C(C=C1)OC)C1=CC=C(C=C1)OC)N2CC2=CC=CC=C2)=O (1R,5S,6S,7R)-7-(Bis(4-methoxyphenyl)(phenyl)methoxy)-8-benzyl-3-oxo-8-azabicyclo[3.2.1]octan-6-yl acetate